COC(=O)[C@@H](CC1=CC(=C(C=C1)O)O)N D-DOPA methyl ester